(4-ethyl-2-pyridinyl)amine C(C)C1=CC(=NC=C1)N